(1aR,5aR)-2-Pyridin-2-yl-1a,2,5,5a-tetrahydro-1H-2,3-diaza-cyclopropa[a]pentalene-4-carboxylic acid ((S)-1-hydroxymethyl-2,2-dimethyl-propyl)-amide OC[C@H](C(C)(C)C)NC(=O)C=1C=2C[C@@H]3[C@H](C2N(N1)C1=NC=CC=C1)C3